NCCCCNCC(=O)O 4-aminobutyl-glycine